BrC=1C=C2C=CN(C2=C(C1)C)C1CCN(CC1)C(=O)OC(C)(C)C tert-Butyl 4-(5-bromo-7-methyl-indol-1-yl)piperidine-1-carboxylate